O=C1OCC(O1)C 2-oxo-4-methyl-1,3-dioxolane